COC(C1=CC=C(C=C1)COC1=NC(=CC(=C1C#N)N1CCOCC1)C=1SC=CC1)=O 4-(3-Cyano-4-morpholin-4-yl-6-thiophen-2-yl-pyridin-2-yloxymethyl)-benzoic acid methyl ester